(±)-sec-butyl 2-((2-(4-methoxyphenyl)prop-1-en-1-yl)oxy)propanoate COC1=CC=C(C=C1)C(=COC(C(=O)OC(C)CC)C)C